N[C@@H](C)C=1N=CC(=NC1)C#N 5-[(1S)-1-Aminoethyl]pyrazine-2-carbonitrile